(S)-2-(5-fluoro-2-methylpyridin-4-yl)propanoic acid FC=1C(=CC(=NC1)C)[C@@H](C(=O)O)C